FC1([C@@H](CN(C1)C1COC1)NC1=NN2C(C(=N1)OC)=C(C(=C2[2H])F)C=2C=CC1=C(N(N=N1)CC(F)F)C2)F (R)-N-(4,4-difluoro-1-(oxetan-3-yl)pyrrolidin-3-yl)-5-(1-(2,2-difluoroethyl)-1H-benzo[d][1,2,3]triazol-6-yl)-6-fluoro-4-methoxypyrrolo[2,1-f][1,2,4]triazin-7-d-2-amine